BrC=1C(=C2CCCC2=CC1C)OCOCC[Si](C)(C)C 2-[(5-Bromo-6-methyl-indan-4-yl)oxymethoxy]ethyl-trimethyl-silane